4,7-bis(4-hexylthiophen-2-yl)-benzothiadiazole C(CCCCC)C=1C=C(SC1)C1=CC=C(C2=C1N=NS2)C=2SC=C(C2)CCCCCC